2-cyano-3-(dimethylamino)-3-oxoprop-1-en C(#N)C(=C)C(=O)N(C)C